pentacyclo[6.5.1.13,6.02,7.09,13]-pentadeca-4,10-diene C12C3C4C=CC(C3C(C3C=CCC31)C2)C4